C(C)S(=O)(=N)C=1C=C(C=NC1C=1N=C2N(C=NC(=C2)C(F)(F)F)C1)OC(C#N)(C)C 2-[[5-(ethylsulfonimidoyl)-6-[7-(trifluoromethyl)imidazo[1,2-c]pyrimidin-2-yl]-3-pyridyl]oxy]-2-methyl-propanenitrile